C(C)(C)(C)N1N=NC(=C1C(=O)O)OC1=CC(=CC=C1)Cl 1-(tert-butyl)-4-(3-chlorophenoxy)-1H-1,2,3-triazole-5-carboxylic acid